F[P-](F)(F)(F)(F)F.C(C)(=O)NC1=CC=C(C=C1)[I+]C1=CC=C(C=C1)NC(C)=O di-(4-acetamidophenyl)-iodonium hexa-fluorophosphate